C=1SC=C2C1CC[C@H](C2)N (R)-4,5,6,7-tetrahydro-2-benzothiophen-5-amine